ClC1=CC=C(C=C1)C1(CNCC1)N1C=NC(=C1)C1=CC=C(C=C1)OC(F)(F)F 1-(3-(4-chlorophenyl)pyrrolidin-3-yl)-4-(4-(trifluoromethoxy)phenyl)-1H-imidazole